C(#C)[C@@]1(O[C@H](C=C1)N1C(NC(C(=C1)C)=O)=O)COP(=O)(OC1=CC=CC=C1)N[C@@H](C)C(=O)OCC1=CC=CC=C1 benzyl ((((2R,5R)-2-ethynyl-5-(5-methyl-2,4-dioxo-3,4-dihydropyrimidin-1(2H)-yl)-2,5-dihydrofuran-2-yl)methoxy)(phenoxy)phosphoryl)-L-alaninate